BrC1=C(C=C(C=C1)C(C)(C)C)OCCOC 1-bromo-4-tert-butyl-2-(2-methoxyethoxy)benzene